3a-ethyl-6,6,9a-trimethyldodeca-hydronaphtho[2,1-b]furan C(C)C12OCCC1C1(CCCC(C1CC2)(C)C)C